3-chloro-2-cyclopropyl-4-iodo-5-methoxypyridine ClC=1C(=NC=C(C1I)OC)C1CC1